N(=C=O)CC1=CC=NC2=CC=CC=C12 4-(isocyanatomethyl)quinoline